CC=1SC=C(N1)CN1CCN(CC1)CC=1N=C(SC1)C1=CC=CC=C1 1-[(2-methylthiazol-4-yl)methyl]-4-[(2-phenylthiazol-4-yl)methyl]piperazine